2-((2-hydroxypyridin-3-yl)methyl)-6-((4-methoxyphenyl)sulfonyl)phthalazin-1(2H)-one OC1=NC=CC=C1CN1C(C2=CC=C(C=C2C=N1)S(=O)(=O)C1=CC=C(C=C1)OC)=O